[Co+2].COC1=CC=C(C=C1)C=1C2=CC=C(N2)C(=C2C=CC(C(=C3C=CC(=C(C=4C=CC1N4)C4=CC=C(C=C4)OC)N3)C3=CC=C(C=C3)OC)=N2)C2=CC=C(C=C2)OC 5,10,15,20-tetrakis(4-methoxyphenyl)-21H,23H-porphine cobalt(II)